FC1=C(CC2=NC3=C(N2CCOC)C=C(C=C3)C(=O)OC)C=CC(=C1)C1=NC(=CC(=C1)F)O Methyl 2-(2-fluoro-4-(4-fluoro-6-hydroxypyridin-2-yl)benzyl)-1-(2-methoxyethyl)-1H-benzo[d]imidazole-6-carboxylate